Alanine, methanesulfonic acid salt CS(=O)(=O)O.N[C@@H](C)C(=O)O